Ethyl (R)-2-((R)-1-((tert-butoxycarbonyl) amino) propan-2-yl)-5-(3,4-dichlorobenzoyl)-6-methyl-4,5,6,7-tetrahydro-2H-pyrazolo[4,3-c]pyridine-3-carboxylate C(C)(C)(C)OC(=O)NC[C@@H](C)N1N=C2C(CN([C@@H](C2)C)C(C2=CC(=C(C=C2)Cl)Cl)=O)=C1C(=O)OCC